COC=1C=C(C=CC1OC)C1=NN2C(C(CC(C2)C2CCC(CC2)N2CCN(CC2)C(C)C)C)=N1 2-(3,4-dimethoxyphenyl)-6-(4-(4-isopropylpiperazin-1-yl)cyclohexyl)-8-methyl-5,6,7,8-tetrahydro-[1,2,4]triazolo[1,5-a]pyridine